methyl 5-(3-cyclopropylphenoxy)-3-(2-methylallyloxy)pyridazine-4-carboxylate C1(CC1)C=1C=C(OC=2C(=C(N=NC2)OCC(=C)C)C(=O)OC)C=CC1